C(C1=CC=CC=C1)OC1=NC(=CC=C1NC1=CC(=NC=C1)N1CCN(CC1)C(=O)OC(C)(C)C)OCC1=CC=CC=C1 tert-Butyl 4-(4-((2,6-bis(benzyloxy)pyridin-3-yl)amino)pyridin-2-yl)piperazine-1-carboxylate